FC=1C=C(C=C(C1OC1=C2C(=NC=C1)N(C=C2C2=CC=NN2C(C)C)COCC[Si](C)(C)C)F)NC(=S)NCCCO N-{3,5-difluoro-4-[(3-[1-(propan-2-yl)-1H-pyrazol-5-yl]-1-{[2-(trimethylsilyl)ethoxy]methyl}-1H-pyrrolo[2,3-b]pyridin-4-yl)oxy]phenyl}-N'-(3-hydroxypropyl)thiourea